2-(1-(7-(2-amino-7-fluorobenzo[d]thiazol-4-yl)-8-fluoro-2-(((2R,7aS)-2-fluorotetrahydro-1H-pyrrolizin-7a(5H)-yl)methoxy)-6-(trifluoromethyl)quinazolin-4-yl)pyrrolidin-3-yl)acetonitrile NC=1SC2=C(N1)C(=CC=C2F)C2=C(C=C1C(=NC(=NC1=C2F)OC[C@]21CCCN1C[C@@H](C2)F)N2CC(CC2)CC#N)C(F)(F)F